N-[(5-cyclopropyl-6-fluoropyridin-2-yl)(phenyl)methyl]-4-fluoro-1-[2-(5-oxo-4,5-dihydropyrazin-2-yl)acetyl]pyrrolidine-2-carboxamide C1(CC1)C=1C=CC(=NC1F)C(NC(=O)C1N(CC(C1)F)C(CC=1N=CC(NC1)=O)=O)C1=CC=CC=C1